ClC1=C(OCCCCO)C(=CC(=C1)OCC=C(Cl)Cl)Cl 4-(2,6-dichloro-4-(3,3-dichloroallyloxy)phenoxy)-1-butanol